N-[4-cyano-3-(trifluoromethyl)phenyl]acetamide C(#N)C1=C(C=C(C=C1)NC(C)=O)C(F)(F)F